3,9-Bis(3-aminopropyl)-2,4,8,10-tetraoxaspiro[5.5]undecan NCCCC1OCC2(CO1)COC(OC2)CCCN